N'-(ethylcarbonimidoyl)-N,N-dimethyl-1,3-propanediamine, monohydrochloride Cl.C(C)C(=N)NCCCN(C)C